COC1=CC=C(C=C1)C(=C(C1=CC=CC=C1)C1=CC=C(C=C1)C=1SC(=C(C1[N+](=O)[O-])[N+](=O)[O-])C1=CC=C(C=C1)C(=C(C1=CC=C(C=C1)OC)C1=CC=C(C=C1)OC)C1=CC=CC=C1)C1=CC=C(C=C1)OC 2,5-bis(4-(2,2-bis(4-methoxyphenyl)-1-phenylvinyl)phenyl)-3,4-dinitrothiophene